(R)-3-(1-aminoethyl)-5-fluoropyridin-2-amine N[C@H](C)C=1C(=NC=C(C1)F)N